NC1=NN2C(NC(C=C2)=O)=C1C(=O)OCC ethyl 2-amino-5-oxo-4,5-dihydropyrazolo[1,5-a]pyrimidine-3-carboxylate